CO[C@@H]1CC[C@H](CC1)NC(=O)C=1C=NN2C1C=C(C=C2)C2=CNC=1N=C(N=CC12)NC1=CC(=NC=C1)N1CCN(CC1)C N-(trans-4-methoxycyclohexyl)-5-(2-((2-(4-methylpiperazin-1-yl)pyridin-4-yl)amino)-7H-pyrrolo[2,3-d]pyrimidin-5-yl)pyrazolo[1,5-a]pyridine-3-carboxamide